4-Acetyl-Piperazine C(C)(=O)N1CCNCC1